2-(4-amino-4-methylpiperidin-1-yl)-N-(5-cyclopropyl-4-fluoro-1H-pyrazol-3-yl)-6-iodoquinazolin-4-amine dihydrochloride Cl.Cl.NC1(CCN(CC1)C1=NC2=CC=C(C=C2C(=N1)NC1=NNC(=C1F)C1CC1)I)C